6-(1-(3-isopropyl-4-methyl-2-(8-methyl-[1,2,4]triazolo[1,5-a]pyridin-6-yl)-1H-pyrrolo[2,3-c]pyridin-5-yl)piperidin-4-yl)-2-oxa-6-azaspiro[3.3]heptane C(C)(C)C1=C(NC2=CN=C(C(=C21)C)N2CCC(CC2)N2CC1(COC1)C2)C=2C=C(C=1N(C2)N=CN1)C